4-amino-N,1-dimethyl-N-((3S)-6-(1-(trifluoromethyl)-1H-pyrazol-4-yl)-2,3-dihydro-1-benzofuran-3-yl)-1H-pyrazolo[4,3-c][1,7]naphthyridine-8-carboxamide NC1=NC=2C=NC(=CC2C2=C1C=NN2C)C(=O)N([C@@H]2COC1=C2C=CC(=C1)C=1C=NN(C1)C(F)(F)F)C